FC1=C(C=CC=C1OC)[C@H]1CC(N1C1=CC=2N(C=C1)C=CN2)=O (R)-4-(2-fluoro-3-methoxyphenyl)-1-(imidazo[1,2-a]pyridin-7-yl)azetidin-2-one